C(C)(C)(C)OC(=O)N1C[C@@H]2C([C@@H]2C1)(C1=NN=NN1)N1C(=CC2=CC(=CC=C12)C1CCOCC1)C(=O)OCC ethyl 1-[(1R,5S,6S)-3-[(tert-butoxy) carbonyl]-6-(1H-1,2,3,4-tetrazol-5-yl)-3-azabicyclo[3.1.0]hexan-6-yl]-5-(oxan-4-yl)-1H-indole-2-carboxylate